[Pb].[Cl].[Y].[Cs] cesium yttrium chlorine lead